tert-butyl 6-[(1S)-1-benzyloxycarbonyl-2-methyl-propyl]-5-oxo-2,6-diazaspiro[3.4]octane-2-carboxylate C(C1=CC=CC=C1)OC(=O)[C@H](C(C)C)N1C(C2(CN(C2)C(=O)OC(C)(C)C)CC1)=O